7-fluoro-4-(1-methyl-1H-1,2,4-triazol-3-yl)-2-((1-methylcyclobutyl)sulfonyl)-5-(trifluoromethyl)-1H-indole FC=1C=C(C(=C2C=C(NC12)S(=O)(=O)C1(CCC1)C)C1=NN(C=N1)C)C(F)(F)F